ClC1=NC(=CC(=C1)OC)C(F)F 2-chloro-6-(difluoromethyl)-4-methoxypyridine